C(C)(C)(C)OC(=O)N1C(=CC=2C1=[N+](C=CC2)[O-])C(=O)OCC 1-(tert-Butoxycarbonyl)-2-(ethoxycarbonyl)-1H-pyrrolo[2,3-b]pyridine-7-oxide